C(C)(C)(C)OC(CC1CCC(CC1)C(=O)O)=O 4-(2-(tert-butoxy)-2-oxoethyl)cyclohexane-1-carboxylic acid